1-(3-fluorophenyl)-3-phenylpropane-1,3-dione boron difluoride [B](F)F.FC=1C=C(C=CC1)C(CC(=O)C1=CC=CC=C1)=O